N2-(2-thiophen-2-yl)ethyl-biguanide S1C(=CC=C1)CCN=C(N)NC(=N)N